BrC1=CC=2C(=C3N(CCN(C3)C(CCOCCC)=O)C2N=C1)F 1-(3-(3-bromo-5-fluoro-8,9-dihydropyrido[3',2':4,5]pyrrolo[1,2-a]pyrazin-7(6H)-yl)-3-oxopropoxy)propan